N,N-dimethyldecylamine N-oxide C[N+](C)(CCCCCCCCCC)[O-]